6-Chloro-3-[[(1R)-1-(2-isoindolin-2-yl-6-methyl-4-oxo-chromen-8-yl)ethyl]amino]pyridine-2-carboxylic acid ClC1=CC=C(C(=N1)C(=O)O)N[C@H](C)C=1C=C(C=C2C(C=C(OC12)N1CC2=CC=CC=C2C1)=O)C